8-chloro-6H-tribenzo[c,f,H]chromen-6-one ClC1=CC(C=C2C3=C(C4=C5C(=COC4=C21)C=CC=C5)C=CC=C3)=O